6-amino-2-(3,5-dichloro-4-((7,7-dimethyl-1-oxo-2,5,6,7-tetrahydro-1H-cyclopenta[d]pyridazin-4-yl)oxy)phenyl)-1,2,4-triazine-3,5(2H,4H)-dione NC=1C(NC(N(N1)C1=CC(=C(C(=C1)Cl)OC=1C2=C(C(NN1)=O)C(CC2)(C)C)Cl)=O)=O